N-(4-(5-chloropyridin-3-yl)-3-(trifluoromethyl)phenyl)-2-(2-(cyclopropanesulfonylamino)thiazol-4-yl)-2-methylpropanamide ClC=1C=C(C=NC1)C1=C(C=C(C=C1)NC(C(C)(C)C=1N=C(SC1)NS(=O)(=O)C1CC1)=O)C(F)(F)F